N1(CCCC1)C1=CC=CC(=N1)C(=O)N 6-(pyrrolidin-1-yl)picolinamide